N1=C(C=CC(=C1)OB(O)O)C1=NC=CC=C1 [2,2'-bipyridyl]-5-ylboric acid